FC(C)(F)C1=NC(=CC(=N1)N1C=C(C=2C=NC(=CC21)CC(=O)N)CC)C2=NN(C=C2)C (1-(2-(1,1-difluoroethyl)-6-(1-methyl-1H-pyrazol-3-yl)pyrimidin-4-yl)-3-ethyl-1H-pyrrolo[3,2-c]pyridin-6-yl)acetamide